6-hydroxy-4-methylheptyl benzyloxymethyl ether C(C1=CC=CC=C1)OCOCCCC(CC(C)O)C